C(C(C)(C)C)(=O)O.C(#N)C=1C=C2C(=NC1)N(N=C2)C2=NC=C(C(=O)O)C(=C2)N[C@H](C)C#N (R)-6-(5-cyano-1H-pyrazolo[3,4-b]pyridin-1-yl)-4-((1-cyanoethyl)amino)nicotinic acid pivalate